(methylsulfonyl)-[1,1'-biphenyl] CS(=O)(=O)C1=C(C=CC=C1)C1=CC=CC=C1